(S)-5-bromo-N-(4-(chlorodifluoromethoxy)phenyl)-6-(3-fluoropyrrolidin-1-yl)nicotinamide BrC=1C(=NC=C(C(=O)NC2=CC=C(C=C2)OC(F)(F)Cl)C1)N1C[C@H](CC1)F